N1N=CC(=C1)C1CN(CCO1)C1=NC(=NS1)C1=CN=C2N1C=C(N=C2)C(F)(F)F 2-(1H-pyrazol-4-yl)-4-(3-(6-(trifluoromethyl)imidazo[1,2-a]pyrazin-3-yl)-1,2,4-thiadiazol-5-yl)morpholine